NC=1C=C(C=CC1)S(=O)(=O)NC(=O)C=1C(=NC(=CC1)C(C)(C)C)C=1C=C(C=CC1)C N-(3-Aminophenyl)sulfonyl-6-tert-butyl-2-(m-tolyl)pyridin-3-carboxamid